C(C)(=O)NC1=NC=CC(=C1)NC(=O)[C@@H]1O[C@]([C@H]([C@H]1C1=C(C(=C(C=C1)F)F)OC)C)(C(F)(F)F)C (2R,3S,4S,5R)-N-(2-acetamidopyridin-4-yl)-3-(3,4-difluoro-2-methoxyphenyl)-4,5-dimethyl-5-(Trifluoromethyl)tetrahydrofuran-2-carboxamide